Lanthanum Manganite [Mn](=O)([O-])[O-].[La+3].[Mn](=O)([O-])[O-].[Mn](=O)([O-])[O-].[La+3]